(R)-1-(2-(3-(ethoxymethyl)-1-(1-(6-methylpyridin-3-yl)cyclopropyl)pyrrolidin-3-yl)ethyl)-1H-imidazol-2(3H)-one C(C)OC[C@@]1(CN(CC1)C1(CC1)C=1C=NC(=CC1)C)CCN1C(NC=C1)=O